[Br-].C(CCCCCCCCCCCCC)[N+](CC)(C)C tetradecyldimethyl-ethyl-ammonium bromide